NC1=NC2=C(N1)C=CC=C2C2=C(C(=C(C=C2)S(=O)(=O)C[C@H](C)NC(OC(C)(C)C)=O)S(N(CC2=CC=C(C=C2)OC)CC2=CC=C(C=C2)OC)(=O)=O)C=2N=NN(N2)CC2=CC=C(C=C2)OC (S)-tert-butyl (1-((4-(2-amino-1H-benzo[d]imidazol-4-yl)-2-(N,N-bis(4-methoxybenzyl)sulfamoyl)-3-(2-(4-methoxybenzyl)-2H-tetrazol-5-yl)phenyl)sulfonyl)propan-2-yl)carbamate